CS(=O)(=O)C(C)(C)C1=NC(=NC=2N3[C@@H](COC[C@H]3COC12)C)C=1C=C(C=NC1)CO {5-[(5R,8aS)-1-(1-methanesulfonyl-1-methyl-ethyl)-5-methyl-5,6,8a,9-tetrahydro-8H-7,10-dioxa-2,4,4b-triazaphenanthren-3-yl]-pyridin-3-yl}-methanol